spiro(2H-indole-2,1'(5'H)-indolizine)-7'-acetic acid C12(C=CN3CC=C(C=C13)CC(=O)O)N=C1C=CC=CC1=C2